1,2,5,6-tetraaminoanthracene NC1=C(C=CC2=CC3=C(C(=CC=C3C=C12)N)N)N